C(C)(C)(C)N(C(C)C)CC1=C(C(=CC(=C1)[N+](=O)[O-])Cl)O 2-((Tert-butyl-(isopropyl)amino)methyl)-6-chloro-4-nitrophenol